FC1=CC=2N(C=C1)N=CC2C(=O)O 5-fluoropyrazolo[1,5-a]pyridine-3-carboxylic acid